6-(1-acetylpiperidin-4-yl)-5-methyl-5H-pyrrolo[2,3-b]pyrazine-2-carboxylic acid C(C)(=O)N1CCC(CC1)C1=CC=2C(=NC=C(N2)C(=O)O)N1C